CN1CC(CC1)O 1-Methyl-3-pyrrolidinol